C(C1=CC=CC=C1)[C@]1(CCC=2N(C3=CC(=CC=C3C2C1=O)F)S(=O)(=O)C)C#N (R)-3-Benzyl-7-fluoro-9-(methylsulfonyl)-4-oxo-2,3,4,9-tetrahydro-1H-carbazole-3-carbonitrile